ClC=1C=C2N=C3CCCCC3=C(C2=CC1)NC=1C(=NN(C1O)C1=NC=C(C=C1)Cl)C(=O)N ((6-chloro-1,2,3,4-tetrahydroacridin-9-yl)amino)-1-(5-chloropyridin-2-yl)-5-hydroxy-1H-pyrazole-3-carboxamide